4-Amino-1-(isoquinolin-5-yl)-2-oxo-7-(trifluoromethyl)-1,2-dihydro-1,8-naphthyridine-3-carboxylic acid methyl ester COC(=O)C=1C(N(C2=NC(=CC=C2C1N)C(F)(F)F)C1=C2C=CN=CC2=CC=C1)=O